OC1=CC2=C(N=C(S2)C=2SC3(CCC3)CN2)C=C1 6-(6-Hydroxybenzo[d]thiazol-2-yl)-5-thia-7-azaspiro[3.4]oct-6-en